trans-4-((3-(1-Cyclopropyl-1H-pyrazol-4-yl)phenyl)((trans-4-(4-methoxy-3-methylphenyl)cyclohexyl)methyl)carbamoyl)-cyclohexyl 3-((methylsulfinyl)methyl)azetidine-1-carboxylate CS(=O)CC1CN(C1)C(=O)O[C@@H]1CC[C@H](CC1)C(N(C[C@@H]1CC[C@H](CC1)C1=CC(=C(C=C1)OC)C)C1=CC(=CC=C1)C=1C=NN(C1)C1CC1)=O